4-[4-[2-[[(E)-3-[2-fluoro-4-(trifluoromethyl)phenyl]prop-2-enoyl]amino]acetyl]-3-phenylpiperazin-1-yl]butanoic acid FC1=C(C=CC(=C1)C(F)(F)F)/C=C/C(=O)NCC(=O)N1C(CN(CC1)CCCC(=O)O)C1=CC=CC=C1